2-(4-((tert-butoxycarbonyl)amino)-2-chlorophenyl)thiazole-4-carboxylate C(C)(C)(C)OC(=O)NC1=CC(=C(C=C1)C=1SC=C(N1)C(=O)[O-])Cl